4-((2-chlorophenyl)amino)-2-(trifluoromethyl)thiazole-5-carboxylic acid ClC1=C(C=CC=C1)NC=1N=C(SC1C(=O)O)C(F)(F)F